COC=1N=CC(=NC1OC)[C@@H]1[C@](C1)(C(=O)NS(=O)(=O)C1=C2C=CC(=NC2=CC=C1)C)C1=C(C=CC(=C1)C)OC (1S,2S)-2-(5,6-dimethoxypyrazin-2-yl)-1-(2-methoxy-5-methylphenyl)-N-((2-methylquinolin-5-yl)sulfonyl)cyclopropanecarboxamide